(3-Methyloxetan-3-yl)methylamine CC1(COC1)CN